BrCC(=O)C1=CC(=CC=C1)CC 2-Bromo-1-(3-ethylphenyl)ethan-1-one